(S)-N-(2-((tert-butyldimethylsilyl)oxy)ethyl)-7-(4-fluorobenzyl)-2-methyl-2,3-dihydro-1H-pyrido[2,3-b][1,4]oxazine-6-carboxamide [Si](C)(C)(C(C)(C)C)OCCNC(=O)C=1C(=CC2=C(OC[C@@H](N2)C)N1)CC1=CC=C(C=C1)F